3-[(5-methoxy-2-pyridinyl)oxy]propan-1-ol COC=1C=CC(=NC1)OCCCO